N-[3-Fluoro-4-[(7-methoxy-1,5-naphthyridin-4-yl)oxy]phenyl]-5-(4-fluorophenyl)-4-hydroxy-6-(hydroxymethyl)pyridine-3-carboxamide FC=1C=C(C=CC1OC1=CC=NC2=CC(=CN=C12)OC)NC(=O)C=1C=NC(=C(C1O)C1=CC=C(C=C1)F)CO